tert-Butyl (2S)-2-[(tert-butoxycarbonyl)amino]-3-(3-{3-phenyl-3-[(quinoxalin-6-yl)oxy]azetidin-1-sulfonyl}phenyl)propanoate C(C)(C)(C)OC(=O)N[C@H](C(=O)OC(C)(C)C)CC1=CC(=CC=C1)S(=O)(=O)N1CC(C1)(OC=1C=C2N=CC=NC2=CC1)C1=CC=CC=C1